N-[2-(hydroxymethyl)-3-[4-(trifluoromethyl)phenyl]propyl]-2-(4-methylsulfonylphenyl)morpholine-4-carboxamide OCC(CNC(=O)N1CC(OCC1)C1=CC=C(C=C1)S(=O)(=O)C)CC1=CC=C(C=C1)C(F)(F)F